C(C)OC1S(CCC1)(=O)=O ethoxytetrahydrothiophene 1,1-dioxide